(1R,2S)-5'-methoxy-2-{3-[(2-methoxy-5-methylpyridin-3-yl)amino]-1H-indazol-6-yl}-1'H-spiro[cyclopropane-1,3'-indol]-2'-one COC=1C=C2[C@]3(C(NC2=CC1)=O)[C@@H](C3)C3=CC=C1C(=NNC1=C3)NC=3C(=NC=C(C3)C)OC